(1S,2S,5S)-8-(benzyloxy)-N-(2,4-difluorobenzyl)-2-(methoxymethyl)-5-methyl-7,9-dioxo-2,5,7,9-tetrahydro-1,6-methanopyrido[1,2-b][1,2,5]triazonine-10-carboxamide C(C1=CC=CC=C1)OC=1C(C(=CN2N3[C@@H](C=C[C@@H](N(C(C21)=O)C3)C)COC)C(=O)NCC3=C(C=C(C=C3)F)F)=O